CO\N=C(/C(=O)O)\C=1OC=CC1 (Z)-alpha-(methoxyimino)furan-2-acetic acid